aminoboron N[B]